NCCC(=O)N1C[C@@]2([C@@H](CN(CC2)C2=NC=CC(=C2C(F)(F)F)OC)CC)C=2C=CC(=NC2C1)C=1C(=NC=CC1)OCC |r| rac-3-amino-1-[(3'S,5S)-2-(2-ethoxypyridin-3-yl)-3'-ethyl-1'-[4-methoxy-3-(trifluoromethyl)pyridin-2-yl]spiro[6,8-dihydro-1,7-naphthyridine-5,4'-piperidine]-7-yl]propan-1-one